ClC1=CC=C(C(=N1)C1=CN(C(C=C1)=O)C)NC(C)C=1C=2C3=C(N(C(C2C=C(C1)C)=O)CC)N(N=C3)[C@@H]3COCC3 9-(1-((6-chloro-1'-methyl-6'-oxo-1',6'-dihydro-[2,3'-bipyridin]-3-yl)amino)ethyl)-4-ethyl-7-methyl-3-((S)-tetrahydrofuran-3-yl)-3,4-dihydro-5H-pyrazolo[3,4-c]isoquinolin-5-one